methyl (2S,3S)-N-(tert-butoxycarbonyl)-3-hydroxy-2-pyrrolidinecarboxylate C(C)(C)(C)OC(=O)N1[C@@H]([C@H](CC1)O)C(=O)OC